FC1(S[N-]SC(C1(F)F)(F)F)F 4,4,5,5,6,6-hexafluoro-1,3,2-dithiazinan-2-ide